NC1(CCN(CC1)C1=CN=C2C(=N1)NN=C2C=2C(=C(C=CC2)N2CCN(CC2)CC=2C(=C1CN(C(C1=CC2)=O)C2C(NC(CC2)=O)=O)F)Cl)C 3-(5-((4-(3-(6-(4-amino-4-methylpiperidin-1-yl)-1H-pyrazolo[3,4-b]pyrazin-3-yl)-2-chlorophenyl)piperazin-1-yl)methyl)-4-fluoro-1-oxoisoindolin-2-yl)piperidine-2,6-dione